FC1=C(N(C=2N=C(N=CC21)NC2=CC(=C(C=C2)N2CCC(CC2)N2CCN(CC2)C)OC)C2=CC=CC(=N2)N=S(=O)(C)C)C2CC2 ((6-(5-fluoro-2-((3-methoxy-4-(4-(4-methylpiperazin-1-yl)piperidin-1-yl)phenyl)amino)-6-cyclopropyl-7H-pyrrolo[2,3-d]pyrimidin-7-yl)pyridin-2-yl)imino)dimethyl-λ6-sulfanone